pyridin-3-yl (CIS)-2-((((CIS)-4-phenylcyclohexyl)oxy) methyl)-3-(1H-pyrazol-3-yl)piperidine-1-carboxylate C1(=CC=CC=C1)[C@H]1CC[C@H](CC1)OC[C@@H]1N(CCC[C@@H]1C1=NNC=C1)C(=O)OC=1C=NC=CC1